Cl.BrC=1C=C(SC1)C(C)N 1-(4-bromothien-2-yl)ethan-1-amine hydrochloride